3-[2-(dimethylamino)ethylidene]-4-methyl-1-{4-[(3-methyl-4-{[1,2,4]triazolo[1,5-a]pyridin-7-yloxy}phenyl)amino]pyrido[3,2-d]pyrimidin-6-yl}pyrrolidin-2-one CN(CC=C1C(N(CC1C)C=1C=CC=2N=CN=C(C2N1)NC1=CC(=C(C=C1)OC1=CC=2N(C=C1)N=CN2)C)=O)C